CC1=C(C=CC(=C1)C)S(=O)(=O)C1=NNN2C1=NC(C1=CC=C(C=C21)N2CCC1(CNCCO1)CC2)=O 3-(2,4-dimethylbenzenesulfonyl)-8-{1-oxa-4,9-diazaspiro[5.5]undecan-9-yl}-1H,5H-[1,2,3]triazolo[1,5-a]quinazolin-5-one